C1(CCC1)COC=1C=C(C=C(C1)C(F)(F)F)NC1=NC=C(C(=N1)NN1C(OC2=C1C=CC=C2)=O)C (2-(3-(cyclobutylmethoxy)-5-(trifluoromethyl)phenylamino)-5-methylpyrimidin-4-ylamino)benzo[d]oxazol-2(3H)-one